C1(CC1)C=1N=NSC1C=O 4-cyclopropyl-thiadiazole-5-carbaldehyde